C(C)NC=1N=CC2=C(N1)NC=C2C=2C=NC=1N(C2)C=CN1 N-ethyl-5-(imidazo[1,2-a]pyrimidin-6-yl)-7H-pyrrolo[2,3-d]pyrimidin-2-amine